6-(2,2-difluoroethoxy)pyridine-3-carbaldehyde FC(COC1=CC=C(C=N1)C=O)F